ClC1=CC=C(CCNC(C(=O)NC2=CC=C(C=C2)C=2C=NN(C2)C)C2=CC=CC=C2)C=C1 2-((4-Chlorophenethyl)amino)-N-(4-(1-methyl-1H-pyrazol-4-yl)phenyl)-2-phenylacetamide